4-{3-chloro-6-methyl-7-oxo-2-[1-(trifluoromethyl)pyrazol-4-yl]-1H-pyrrolo[2,3-c]pyridin-4-yl}-1-methyl-[3,3'-bipyridin]-6-one ClC1=C(NC=2C(N(C=C(C21)C=2C(=CN(C(C2)=O)C)C=2C=NC=CC2)C)=O)C=2C=NN(C2)C(F)(F)F